O1[C@H](COC2=C1C=CC=C2)C2=CC=C(CN1CCC(CC1)NC(=O)N)C=C2 1-(1-{4-[(2S)-2,3-dihydro-1,4-benzodioxin-2-yl]benzyl}piperidin-4-yl)urea